(R)-2-(((2R,3R,4S,5R)-5-(6-amino-2-chloro-9H-purin-9-yl)-4-fluoro-3-hydroxytetrahydro-furan-2-yl)methoxy)-3-(4-(2-methoxypyridin-3-yl)phenyl)-2-(thiazol-4-yl)propanoic acid NC1=C2N=CN(C2=NC(=N1)Cl)[C@H]1[C@H]([C@@H]([C@H](O1)CO[C@](C(=O)O)(CC1=CC=C(C=C1)C=1C(=NC=CC1)OC)C=1N=CSC1)O)F